(1,2,4)-triazole N1N=CN=C1